C=C1CC=C(C=C1)COC1=C2N=CNC2=NC(=N1)N 6-[(4-Methylenphenyl)methoxy]-9H-purin-2-amin